4-(dimethylamino)butane CN(CCCC)C